BrC1=C(NC=2C1=NC=CC2)C2=C(C=NC=C2)OC[C@H]2N(CCC2)C(=O)OC(C)(C)C tert-butyl (2S)-2-({[4-(3-bromo-1H-pyrrolo[3,2-b]pyridin-2-yl)pyridin-3-yl]oxy}methyl)pyrrolidine-1-carboxylate